C1(CCC1)OC[C@@H](NCC(CN1C(C2=CC=CC=C2C1=O)=O)(F)F)C1=CC=2N(N=C1)C=C(N2)[C@H](C2CCC(CC2)(F)F)NC(OC(C)(C)C)=O |o1:6| tert-Butyl ((S)-(7-((S*)-2-cyclobutoxy-1-((3-(1,3-dioxoisoindolin-2-yl)-2,2-difluoropropyl)amino)ethyl)imidazo[1,2-b]pyridazin-2-yl)(4,4-difluorocyclohexyl)methyl)carbamate